C(\C=C\C)#N crotonnitrile